BrCC1=CC(=C(C(=C1)C1=CC=C(C=C1)C(F)(F)F)C(=O)OC)OCOC methyl 5-(bromomethyl)-3-(methoxymethoxy)-4'-(trifluoromethyl)-[1,1'-biphenyl]-2-carboxylate